COC(CC[C@@H](C)NC(CN1C(C(C2=C(C(=CC(=C12)F)C1CC1)F)(C)C)=O)=O)=O (R)-4-(2-(5-cyclopropyl-4,7-difluoro-3,3-dimethyl-2-oxoindol-1-yl)acetamido)pentanoic acid methyl ester